CN1N=C(CC1OS(=O)(=O)C(F)(F)F)C Trifluoromethanesulfonic acid 1,3-dimethyl-4,5-dihydro-1H-pyrazol-5-yl ester